1-[2-(aminomethyl)-3,3-difluoro-allyl]-4-[4-(4-methylsulfonylphenyl)-2-thienyl]tetrazol-5-one NCC(CN1N=NN(C1=O)C=1SC=C(C1)C1=CC=C(C=C1)S(=O)(=O)C)=C(F)F